FC1=CC2=C(NC(CC=C2O)=O)C=C1 7-fluoro-5-hydroxy-2-oxo-2,3-dihydro-1H-benzo[b]azepine